ClC1=C2C[C@@H]([C@H](C2=CC(=C1)Cl)OC1=CC=CC=C1)N1[C@@H](CCCC1)C 4-[[(1S,2S)-4,6-dichloro-2-[(2R)-2-methylpiperidin-1-yl]-2,3-dihydro-1H-inden-1-yl]oxy]benzene